4-(3-acetyl-5-(cyclopent-1-en-1-yl)-2-methyl-1H-pyrrol-1-yl)benzonitrile C(C)(=O)C1=C(N(C(=C1)C1=CCCC1)C1=CC=C(C#N)C=C1)C